COC=1C=C(CN(C=2SC=C(N2)CN2CCOCC2)CC2=CC(=CC=C2)N2CCOCC2)C=CC1 N-(3-methoxybenzyl)-N-(3-morpholinobenzyl)-4-(morpholinomethyl)thiazol-2-amine